(S)-methyl 2-((S)-6-(4-methoxy-1H-indole-2-carbonyl)-6-azaspiro[3.4]octane-7-carboxamido)-3-((S)-2-oxopyrrolidin-3-yl)propanoate COC1=C2C=C(NC2=CC=C1)C(=O)N1CC2(CCC2)C[C@H]1C(=O)N[C@H](C(=O)OC)C[C@H]1C(NCC1)=O